NC1=C(C=CC(=C1)C#N)C1=CC=CC=C1 amino-4-cyanobiphenyl